ClC1=NC(=NC(=C1)C1CC1)S(=O)(=O)C 4-chloro-6-cyclopropyl-2-(methylsulfonyl)pyrimidine